benzyl (3S)-4-[[(3R)-1-tert-butoxycarbonylpyrrolidin-3-yl]methyl]-3-methyl-piperazine-1-carboxylate C(C)(C)(C)OC(=O)N1C[C@H](CC1)CN1[C@H](CN(CC1)C(=O)OCC1=CC=CC=C1)C